BrC1=CC=C2C=CC=NC2=C1 7-bromoquinoline